C1(=CC=C(C=C1)O)C1=CC=CC=C1 1,1-biphenyl-4-ol